N4-((1H-pyrazol-3-yl)methyl)-5-bromo-7-fluoroquinoline-2,4-diamine N1N=C(C=C1)CNC1=CC(=NC2=CC(=CC(=C12)Br)F)N